FC=1C=C(C2=C(C(=C(O2)[C@H](C(F)(F)F)NC(=O)NC2=CC(=CC(=C2)OC)NC2CS(CC2)(=O)=O)C)C1)F 1-((R)-1-(5,7-difluoro-3-methylbenzofuran-2-yl)-2,2,2-trifluoroethyl)-3-(3-((1,1-dioxidotetrahydrothiophen-3-yl)amino)-5-methoxyphenyl)urea